3-(8-fluoro-3,7-dimethylocta-2,6-dien-1-yl)-2,4-dihydroxy-6-pentylbenzoic acid FCC(=CCCC(=CCC=1C(=C(C(=O)O)C(=CC1O)CCCCC)O)C)C